2-(6-methoxy-1H-indol-3-yl)ethan-1-amine COC1=CC=C2C(=CNC2=C1)CCN